tert-butyl (S)-(1-(6-chloro-6'-(piperidin-1-yl)-[3,3'-bipyridin]-4-yl)piperidin-3-yl)carbamate ClC1=CC(=C(C=N1)C=1C=NC(=CC1)N1CCCCC1)N1C[C@H](CCC1)NC(OC(C)(C)C)=O